ethyl 3-ethoxyisoxazole-4-carboxylate C(C)OC1=NOC=C1C(=O)OCC